O=C1NC(CCC1N1C(N(C2=C1C=CC(=C2)CCN2CCC(CC2)N(C(OC(C)(C)C)=O)C)C)=O)=O tert-butyl N-[1-[2-[1-(2,6-dioxo-3-piperidyl)-3-methyl-2-oxo-benzimidazol-5-yl]ethyl]-4-piperidyl]-N-methyl-carbamate